C(C)ON=CC=1C=NN(C1)CC1=CC=C(C=C1)C1=NOC(=N1)C(F)(F)F N-ethoxy-1-[1-[[4-[5-(trifluoromethyl)-1,2,4-oxadiazol-3-yl]phenyl]methyl]pyrazol-4-yl]methanimine